4-(8-(3,4-difluorophenyl)-3,8-diazabicyclo[3.2.1]octane-3-carbonyl)-6-nitroquinolin-2(1H)-one FC=1C=C(C=CC1F)N1C2CN(CC1CC2)C(=O)C2=CC(NC1=CC=C(C=C21)[N+](=O)[O-])=O